(trithiophosphite)-tris(bis(furfurylsulfanyl)-(p-tolyloxy) phosphite) nickel (0) [Ni].C(C1=CC=CO1)SC=1C(=C(C=CC1OP(O)(O)O)C)SCC1=CC=CO1.C(C1=CC=CO1)SC=1C(=C(C=CC1OP(O)(O)O)C)SCC1=CC=CO1.C(C1=CC=CO1)SC=1C(=C(C=CC1OP(O)(O)O)C)SCC1=CC=CO1.P(S)(S)S